[O-2].[Ga+3].[O-2].[O-2].[Ga+3] Gallium-Oxid